C1(=CC=CC=C1)C1(C=CC2=C(O1)C=1C=CC=CC1C1=C2C(C2=CC=CC=C21)(C)C)C2=CC=C(C=C2)N2CCN(CC2)CC(CCC(=O)O)C(=O)O 3-Phenyl-3-(4-(4-(2-(2-hydroxycarbonylethyl)-carboxyethyl)piperazin-1-yl)phenyl)-13,13-dimethyl-3H,13H-indeno[2',3':3,4]naphtho-[1,2-b]pyran